3,5-difluoro-N-(2-[(2-morpholin-4-ylethyl)carbamoyl]phenyl)benzamide FC=1C=C(C(=O)NC2=C(C=CC=C2)C(NCCN2CCOCC2)=O)C=C(C1)F